methyl-chloro(bromo)silane C[SiH](Br)Cl